N-(3-(3-(piperidine-1-carbonyl)pyrazolo[1,5-a]Pyridin-7-yl)phenyl)cyclopropanecarboxamide N1(CCCCC1)C(=O)C=1C=NN2C1C=CC=C2C=2C=C(C=CC2)NC(=O)C2CC2